C(C)S(=O)(=O)N1C=CC2=CC(=C(C=C12)C=1C2=C(C(N(C1)C)=O)NC=C2)OC2=C(C=CC=C2)F 4-(1-(ethylsulfonyl)-5-(2-fluorophenoxy)-1H-indol-6-yl)-6-methyl-1,6-dihydro-7H-pyrrolo[2,3-c]pyridin-7-one